bis(5-diethylaminocarbonyloxy-4-fluorophenyl) trisulfide C(C)N(C(=O)OC=1C(=CC=C(C1)SSSC1=CC=C(C(=C1)OC(=O)N(CC)CC)F)F)CC